CNC(=O)C1=CC2=NC=C3C(=C2N1)COC3 N-methyl-6,8-dihydro-1H-furo[3,4-d]pyrrolo[3,2-b]pyridine-2-carboxamide